C1(CC1)C=1N=CN(C1)C=1C(=CC(=C(C(=O)NC2=CC=CC=3C=4N([C@@H](COC32)CF)N=NN4)C1)F)C (S)-5-(4-cyclopropyl-1H-imidazol-1-yl)-2-fluoro-N-(5-(fluoromethyl)-5,6-dihydrobenzo[f]tetrazolo[1,5-d][1,4]oxazepin-8-yl)-4-methylbenzamide